FC=1C=C(OCCN(CC[C@@H](C(=O)O)NC2=NC=C(C=N2)F)CCCCC2=NC=3NCCCC3C=C2)C=C(C1)F (S)-4-((2-(3,5-difluorophenoxy)ethyl)(4-(5,6,7,8-tetrahydro-1,8-naphthyridin-2-yl)butyl)amino)-2-((5-fluoropyrimidin-2-yl)amino)butanoic acid